C(C1=CC=CC=C1)OCCCCCCCCNC=1C=CC(N(C1)CC(=O)OCC)=O Ethyl 2-(5-((8-(benzyloxy)octyl)amino)-2-oxopyridin-1(2H)-yl)acetate